((2R,3S,4R,5R)-5-(4-aminopyrrolo[2,1-f][1,2,4]triazin-7-yl)-5-cyano-3,4-dihydroxytetrahydrofuran-2-yl)methyl (4-(hexadecyloxy)butyl) hydrogen phosphate P(=O)(OC[C@H]1O[C@@]([C@@H]([C@@H]1O)O)(C#N)C1=CC=C2C(=NC=NN21)N)(OCCCCOCCCCCCCCCCCCCCCC)O